N1CC(C1)N1CCN(CC1)C1=CC=C2C(=CC=NC2=C1)NC1=C(C=C(C=C1)OCCOC)OC 7-(4-(azetidin-3-yl)piperazin-1-yl)-N-(2-methoxy-4-(2-methoxyethoxy)phenyl)quinolin-4-amine